C(C(C)C)SC=1C=2N(C=CC1)C(=NC2)C(C)(C)NC(=O)C2[C@H]1CN(C[C@@H]21)C(=O)OC(C)(C)C tert-Butyl (1R,5S,6R)-6-((2-(8-(isobutylthio)imidazo[1,5-a]pyridin-3-yl)prop-2-yl)amino Formyl)-3-azabicyclo[3.1.0]hexane-3-carboxylate